((3-(1-cyclopropylethyl)bicyclo[4.2.0]oct-1,3,5-trien-2-yl)carbamoyl)-5-(prop-1-en-2-yl)thiophene-2-sulfonamide C1(CC1)C(C)C=1C(=C2CCC2=CC1)NC(=O)C1=C(SC(=C1)C(=C)C)S(=O)(=O)N